N1(CCC1)C1=CC2=C(NC(=N2)C2=C(C(=C(C(=O)O)C=C2)O)F)C=C1 4-(5-(azetidin-1-yl)-1H-benzo[d]imidazol-2-yl)-3-fluoro-2-hydroxybenzoic acid